C(C)(C)(C)OC(=O)N1CCC(=CC1)B1OC(C(O1)(C)C)(C)C tert-butyl-4-(4,4,5,5-tetramethyl-1,3,2-dioxaborolan-2-yl)-3,6-dihydropyridin-1(2H)-carboxylate